CC1=CC=C(OOOC2=CC=C(C=C2)C)C=C1 p-methylphenoxy oxide